IC1=C(C=C(C=C1)F)C(C)=O 1-(2-iodo-5-fluorophenyl)ethanone